OC1=C(C=C(C2=CC=CC=C12)S(N(C1=CC=C(C=C1)OC(C)C)CC(C)C)(=O)=O)C(=O)O 1-hydroxy-4-(N-isobutyl-N-(4-isopropoxyphenyl)sulfamoyl)-2-naphthoic acid